CN1N=NC(=C1)C(=O)NCC1=CC(=NO1)C1=CC=CC=C1 1-methyl-N-[(3-phenyl-1,2-oxazol-5-yl)methyl]-1H-1,2,3-triazole-4-carboxamide